NC1=NC(=CC(=N1)C1=NN(C=C1CC1=C(OCC(=O)OC)C=CC=C1)C)Cl methyl 2-[2-[[3-(2-amino-6-chloro-pyrimidin-4-yl)-1-methyl-pyrazol-4-yl]methyl]phenoxy]acetate